COC1=CC=C(C=C1)C1=NOC(=N1)C1CCN(CC1)C1=C(C(N(C2=CC=CC=C12)C)=O)C#N 4-{4-[3-(4-methoxyphenyl)-1,2,4-oxadiazol-5-yl]piperidin-1-yl}-1-methyl-2-oxo-1,2-dihydroquinoline-3-carbonitrile